Cl.CN(CCC(=O)C=1SC=CC1)C 3-dimethylamino-1-(2-thienyl)-1-propanone hydrochloride